6-bromo-3-ethynyl-7-methoxyimidazo[1,2-a]pyridine BrC=1C(=CC=2N(C1)C(=CN2)C#C)OC